3-[(Isopropylsulfonyl)methyl]-N-(5-methyl-1,3,4-oxadiazol-2-yl)-5-(trifluoromethyl)[1,2,4]triazolo-[4,3-a]pyridin-8-carboxamide C(C)(C)S(=O)(=O)CC1=NN=C2N1C(=CC=C2C(=O)NC=2OC(=NN2)C)C(F)(F)F